C(C1=CC=CC=C1)P(O)(=O)O toluenephosphonic acid